Cl.FC(C1=CC=C(C=N1)C1=C(C(=O)N)C=CC=C1)(F)F (6-(trifluoromethyl)pyridin-3-yl)benzamide hydrochloride